C(C1=CC=CC=C1)N1CCP(CC1)(=O)C=1C=C2C(=NC(=NC2=CC1)C)N[C@H](C)C1=C(C(=CC=C1)C(F)(F)F)C 1-benzyl-4-[2-methyl-4-({(1R)-1-[2-methyl-3-(trifluoromethyl)phenyl]ethyl}amino)quinazolin-6-yl]-1,4lambda5-azaphosphinan-4-one